methyl 6-chloro-5-methylpicolinate ClC1=C(C=CC(=N1)C(=O)OC)C